N1(CCC1)C(C)C=1C=C(C=C(C1)C(F)(F)F)NC1=NC=C(C(=N1)NN1C(OC2=C1C=CC=C2)=O)C (2-(3-(1-(azetidin-1-yl)ethyl)-5-(trifluoromethyl)phenylamino)-5-methylpyrimidin-4-ylamino)benzo[d]oxazol-2(3H)-one